17-(5-methyl-3,4-dihydro-2H-quinoxalin-1-yl)-12-oxa-2,9,15,21,22-pentazapentacyclo[13.6.2.23,6.05,9.019,23]pentacosa-1(21),3(25),4,6(24),17,19,22-heptaen-16-one CC1=C2NCCN(C2=CC=C1)C=1C(N2CCOCCN3CCC=4C3=CC(NC3=NC=C(C1)C2=N3)=CC4)=O